Cl.CC1=NN2C(C(=NC(=C2)NC(=O)N2CCC=3C2=NC=CC3N3C[C@H](NCC3)C)C)=N1 (R)-N-(2,8-dimethyl-[1,2,4]triazolo[1,5-a]pyrazin-6-yl)-4-(3-methylpiperazin-1-yl)-2,3-dihydro-1H-pyrrolo[2,3-b]pyridine-1-carboxamide hydrochloride